1-(2-bromo-3-hydroxy-5-methoxymethylphenyl)-3-(4-methoxyphenyl)-(2E)-2-propen-1-one BrC1=C(C=C(C=C1O)COC)C(\C=C\C1=CC=C(C=C1)OC)=O